(1S,2S)-2-(4-bromo-1H-pyrazol-1-yl)cyclobutanol BrC=1C=NN(C1)[C@@H]1[C@H](CC1)O